(1S,2R,3S)-2-ethyl-N-[6-[(3R,4R)-4-(4-fluoro-3-methyl-tetrahydrofuran-3-yl)piperazin-1-yl]-7-methyl-3-isoquinolinyl]-3-(1-methylpyrazol-4-yl)cyclopropanecarboxamide C(C)[C@H]1[C@@H]([C@H]1C=1C=NN(C1)C)C(=O)NC=1N=CC2=CC(=C(C=C2C1)N1CCN(CC1)[C@@]1(COC[C@@H]1F)C)C